COCC1=CC=CC(=N1)CN1N=NC(=C1)C1=NC(=NC(=C1)C1=C(C=CC=C1)F)N 4-(1-{[6-(methoxymethyl)-2-pyridinyl]methyl}-1H-1,2,3-triazol-4-yl)-6-(o-fluorophenyl)-2-pyrimidinylamine